O1CCN(CC1)C=1C=C(C=C(C1)N1CCOCC1)NC=1OC(=CN1)C1=CC=C(C#N)C=C1 4-(2-((3,5-dimorpholinophenyl)amino)oxazol-5-yl)benzonitrile